[Cl-].[Cl-].C1(=CC=CC=C1)C(C)(C)C1(C=CC=C1)[Zr+2]C1(C=CC=C1)C(C)(C)C1=CC=CC=C1 bis((2-phenylpropane-2-yl)cyclopentadienyl)zirconium dichloride